tert-butyl (1R,3S,5S)-3-([6-[6-methoxy-5-(pyrazol-1-yl)pyridin-2-yl]pyridazin-3-yl](methyl)amino)-8-azabicyclo[3.2.1]octane-8-carboxylate COC1=C(C=CC(=N1)C1=CC=C(N=N1)N(C1C[C@H]2CC[C@@H](C1)N2C(=O)OC(C)(C)C)C)N2N=CC=C2